3-[3-Chloro-6-[[(1R)-1-(3,6-dimethyl-4-oxo-2-phenyl-chromen-8-yl)ethyl]amino]-2-fluoro-phenyl]-4H-1,2,4-oxadiazol-5-one ClC=1C(=C(C(=CC1)N[C@H](C)C=1C=C(C=C2C(C(=C(OC12)C1=CC=CC=C1)C)=O)C)C1=NOC(N1)=O)F